ClC=1C(=C(C=CC1)NC1=C(NC2=C1C(N(CC2)C(=O)OC(C)(C)C)=O)C2=C(C=NC=C2)OCC2=NC=CC=C2F)OC tert-butyl 3-((3-chloro-2-methoxyphenyl)amino)-2-(3-((3-fluoropyridin-2-yl)methoxy)pyridin-4-yl)-4-oxo-1,4,6,7-tetrahydro-5H-pyrrolo[3,2-c]pyridine-5-carboxylate